4-(5-chlorothieno[3,2-b]pyridin-3-yl)nicotinonitrile ClC1=CC=C2C(=N1)C(=CS2)C2=CC=NC=C2C#N